8-(2-(2-methyl-2-adamantyloxycarbonyl)-2-propoxycarbonyl)-tetracyclo[4.4.0.12,5.17,10]-3-dodecene CC1(C2CC3CC(CC1C3)C2)OC(=O)C(C)(C)OC(=O)C2C3C1C4C=CC(C1C(C2)C3)C4